di(fluorophenyl)silanolate FC1=C(C=CC=C1)[SiH]([O-])C1=C(C=CC=C1)F